2-(bromomethyl)-5-chloro-7-methyl-3-(oxetan-3-yl)-3H-imidazo[4,5-b]pyridine BrCC1=NC=2C(=NC(=CC2C)Cl)N1C1COC1